1-(5-Chloropyridin-2-yl)ethane-1-one ClC=1C=CC(=NC1)C(C)=O